4-METHYL-1H-INDOL-3-YLBORONIC ACID CC1=C2C(=CNC2=CC=C1)B(O)O